N-{[4-(5-fluoropyridine-3-sulfonyl)phenyl]methyl}imidazo[1,2-a]pyrimidine-6-carboxamide FC=1C=C(C=NC1)S(=O)(=O)C1=CC=C(C=C1)CNC(=O)C=1C=NC=2N(C1)C=CN2